C(C1=CC=CC=C1)N1CC=2C(N=C3N(C2CC1)CCN3CC3=C(C=CC=C3)F)=O 7-Benzyl-3-(2-fluorobenzyl)-2,3,6,7,8,9-hexahydroimidazo[1,2-a]pyrido[3,4-e]pyrimidin-5(1H)-one